[O-]C(=O)C(O)C(O)C(=O)O.[K+] potassium bitartrate